(3S,4S)-4-{[5-(2,4-difluoro-phenyl)-isoxazole-3-carbonyl]-amino}-1-((1R,2S)-2-hydroxy-1-methyl-propyl)-piperidine-3-carboxylic acid methyl-phenethyl-amide CN(C(=O)[C@H]1CN(CC[C@@H]1NC(=O)C1=NOC(=C1)C1=C(C=C(C=C1)F)F)[C@@H]([C@H](C)O)C)CCC1=CC=CC=C1